CC1=C(SC2=C1N=C(N=C2N2CCOCC2)C=2C=NC(=NC2)N)CN2CCN(CC2)S(=O)(=O)C 5-[7-methyl-4-(morpholin-4-yl)-6-[(4-methylsulfonylpiperazin-1-yl)methyl]thieno[3,2-d]pyrimidin-2-yl]pyrimidin-2-amine